IC=1C=C(C(=O)NC2=CC(=CC=C2)C(F)(F)F)C=CC1C 3-iodo-4-methyl-N-(3-(trifluoromethyl)phenyl)benzamide